OC[C@H](C[C@H]1C(NCC1)=O)NC([C@H](CC1=CC=CC=C1)NC(O[C@H](C(F)(F)C1=CC(=CC=C1)Cl)C1=CC=CC=C1)=O)=O (S)-2-(3-chlorophenyl)-2,2-difluoro-1-phenylethyl ((S)-1-(((S)-1-hydroxy-3-((S)-2-oxopyrrolidin-3-yl) propan-2-yl)amino)-1-oxo-3-phenylpropan-2-yl)carbamate